COCCCCNCCNCCNCCNCC(=O)O 2-oxa-7,10,13,16-tetraazaoctadecane-18-oic acid